(3R,5S)-1-((S)-2-(tert-butyl)-14-hydroxy-4-oxo-6,9,12-trioxa-3-azatetradecanoyl)-5-((4-(4-methylthiazol-5-yl)benzyl)carbamoyl)pyrrolidin-3-yl acetate C(C)(=O)O[C@H]1CN([C@@H](C1)C(NCC1=CC=C(C=C1)C1=C(N=CS1)C)=O)C([C@@H](NC(COCCOCCOCCO)=O)C(C)(C)C)=O